NC1=NC2=C3C(=CC=C2C(=N1)N)N(C=C3)CC3=CC=C(C=C3)C=3C(=CC(=CC3)F)C#N 4'-((2,4-diamino-7H-pyrrolo[2,3-h]quinazolin-7-yl)methyl)-4-fluoro-[1,1'-biphenyl]-2-carbonitrile